C(CCCCCC(CCC)O)O 1,7-decanediol